[6-[3-(3,3-difluorocyclobutyl)-1H-1,2,4-triazol-5-yl]-2-azaspiro[3.3]heptan-2-yl]-[6-[3-fluoro-5-(trifluoromethyl)benzyl]-2-azaspiro[3.3]heptan-2-yl]methanone FC1(CC(C1)C1=NNC(=N1)C1CC2(CN(C2)C(=O)N2CC3(C2)CC(C3)CC3=CC(=CC(=C3)C(F)(F)F)F)C1)F